4-((1S)-1-{[5-chloro-2-(4-fluorophenoxy)benzoyl]amino}ethyl)benzoic acid ClC=1C=CC(=C(C(=O)N[C@@H](C)C2=CC=C(C(=O)O)C=C2)C1)OC1=CC=C(C=C1)F